C(=O)(O)C1=CC=C(C=C1)C=1C=NN(C1)C(C[C@H]1[C@H](C1)C(=O)N1CCCCC1)C1=[N+](C=C(C=C1)C1=C(C(=CC=C1OCC(F)(F)F)Cl)F)[O-] |o1:16,17| 2-(1-(4-(4-Carboxyphenyl)-1H-pyrazol-1-yl)-2-((1S*,2S*)-2-(piperidine-1-carbonyl)cyclopropyl)ethyl)-5-(3-chloro-2-fluoro-6-(2,2,2-trifluoroethoxy)phenyl)pyridine 1-oxide